2-(4-(dimethylamino)cyclohexyl)-2,4-dimethyl-N-((6-methyl-4-(methylthio)-2-oxo-1,2-dihydropyridin-3-yl)methyl)-7-(thiophen-3-yl)benzo[d][1,3]dioxole-5-carboxamide CN(C1CCC(CC1)C1(OC2=C(O1)C(=CC(=C2C)C(=O)NCC=2C(NC(=CC2SC)C)=O)C2=CSC=C2)C)C